5-(3-cyano-5-fluorophenoxy)-7,7-difluoro-8-hydroxybicyclo[4.2.0]octa-1,3,5-triene-2-carbonitrile C(#N)C=1C=C(OC=2C=CC(=C3C(C(C23)(F)F)O)C#N)C=C(C1)F